C1CC12NCC(CC2)NC2=NC=C(C(=N2)C2=CNC=1C(N(CCCC12)CC#N)=O)C(F)(F)F 2-{3-[2-({4-azaspiro[2.5]octan-6-yl}amino)-5-(trifluoromethyl)pyrimidin-4-yl]-8-oxo-1H,4H,5H,6H,7H,8H-pyrrolo[2,3-c]azepin-7-yl}acetonitrile